C(C=C)(=O)OC(COC(C=C)=O)C1=CC=CC=C1 phenyl-ethylene glycol diacrylate